ethyl 2-((4-((R)-2-(4-cyanophenyl)-2,3-dihydrobenzo[b][1,4]dioxin-5-yl) piperidin-1-yl) methyl)-4-methoxy-1-(((S)-oxetan-2-yl) methyl)-1H-benzo[d]imidazole-6-carboxylate C(#N)C1=CC=C(C=C1)[C@@H]1COC2=C(O1)C=CC=C2C2CCN(CC2)CC2=NC1=C(N2C[C@H]2OCC2)C=C(C=C1OC)C(=O)OCC